2-bromo-N-(6-(furan-3-yl)-2-(2-hydroxy-2-methylpropyl)-2H-indazol-5-yl)thiazole-4-carboxamide BrC=1SC=C(N1)C(=O)NC1=CC2=CN(N=C2C=C1C1=COC=C1)CC(C)(C)O